C[Si]1(OCC(O1)C)CCC[S-].[Na+] sodium 3-(2,4-dimethyl-[1,3,2]dioxasilolan-2-yl)propanethiolate